ClC=1C=C(NC2(CCC3(C(=CC4=C(C=CC=C34)C)C[C@H](COC3=CC=NC=4CCC[C@H](C34)C)C)CC2)C(=O)OC)C=CC1 methyl (1r,4R)-4-(3-chloroanilino)-4'-methyl-2'-[(2R)-2-methyl-3-{[(5R)-5-methyl-5,6,7,8-tetrahydroquinolin-4-yl]oxy}propyl]spiro[cyclohexane-1,1'-indene]-4-carboxylate